3-chloro-2H-[1,2'-bipyridine]-2-one ClC=1C(N(C=CC1)C1=NC=CC=C1)=O